3-((3-exo)-3-((7-((5-(hydroxymethyl)-1H-pyrazol-3-yl)amino)-1,6-naphthyridin-5-yl)amino)-8-azabicyclo[3.2.1]octane-8-yl)propionitrile OCC1=CC(=NN1)NC1=NC(=C2C=CC=NC2=C1)NC1CC2CCC(C1)N2CCC#N